glycerol 1,3-distearate C(CCCCCCCCCCCCCCCCC)(=O)OCC(O)COC(CCCCCCCCCCCCCCCCC)=O